methyl (Z)-4-(3-(4-chloro-2-(trifluoromethyl) phenyl)-2-nitroprop-1-en-1-yl)-3-hydroxybenzoate ClC1=CC(=C(C=C1)C/C(=C/C1=C(C=C(C(=O)OC)C=C1)O)/[N+](=O)[O-])C(F)(F)F